COC1=C(CN(S(=O)(=O)C2=C(C=C(C=C2F)N2C[C@](CCC2)(CCC2=CC(=CC=C2)C(F)(F)F)N(C)CCO)F)C2=NC=NC=C2)C=CC(=C1)OC (R)-N-(2,4-dimethoxybenzyl)-2,6-difluoro-4-(3-((2-hydroxyethyl)(methyl)amino)-3-(3-(trifluoromethyl)phenethyl)piperidin-1-yl)-N-(pyrimidin-4-yl)benzenesulfonamide